4-methoxy-N-[rac-(1S)-1-[[(3-amino-3-oxo-propyl)-[(2R)-2-chloro-2-fluoro-acetyl]amino]carbamoyl]-3-methyl-butyl]-1H-indole-2-carboxamide COC1=C2C=C(NC2=CC=C1)C(=O)N[C@@H](CC(C)C)C(NN(C([C@H](F)Cl)=O)CCC(=O)N)=O |&1:14|